ClCC(C(=O)NNC(\C=C/N1N=C(N=C1)C1=CC(=CC(=C1)C(F)(F)F)S(F)(F)(F)(F)F)=O)(C)CO (Z)-N'-(3-chloro-2-(hydroxymethyl)-2-methylpropanoyl)-3-(3-(3-(pentafluoro-sulfaneyl)-5-(trifluoromethyl)phenyl)-1H-1,2,4-triazol-1-yl)acrylohydrazide